ClC1=CC=C(C(C2=CC=C(C=C2)Cl)OC2CN(C2)C(=O)NC23CC4CC(CC(C2)C4)C3)C=C1 3-(4,4'-dichlorobenzhydryloxy)-N-(1-adamantyl)azetidine-1-carboxamide